tert-butyl (S)-4-(2-(8-fluoro-2-methylimidazo[1,2-a]pyridin-6-yl)-4-oxo-4H-pyrido[1,2-a][1,3,5]triazin-7-yl)-2-methylpiperazine-1-carboxylate FC=1C=2N(C=C(C1)C=1N=C3N(C(N1)=O)C=C(C=C3)N3C[C@@H](N(CC3)C(=O)OC(C)(C)C)C)C=C(N2)C